C(CCC)(=O)C1CC(NC(C1)=O)=O 4-butyrylpiperidine-2,6-dione